6-((2-chloro-5-fluorophenoxy)methyl)nicotinonitrile ClC1=C(OCC2=NC=C(C#N)C=C2)C=C(C=C1)F